2-((3-(2,6-Dioxopiperidin-3-yl)-1-methyl-1H-indazol-7-yl)oxy)-N-((1-methyl-2-oxo-1,2-dihydropyridin-4-yl)methyl)acetamide O=C1NC(CCC1C1=NN(C2=C(C=CC=C12)OCC(=O)NCC1=CC(N(C=C1)C)=O)C)=O